C1(CCC1)[Bi](S[Bi](C1CCC1)(C1CCC1)(C1CCC1)S[Bi](C1CCC1)(C1CCC1)(C1CCC1)C1CCC1)(C1CCC1)(C1CCC1)C1CCC1 bis(tetracyclobutyl-λ5-bismuthanylsulfanyl)(tricyclobutyl)-λ5-bismuthane